CC(C)N1N=CC(=C1)C1=C(C=C(C=C1)C1=NNC(OC1)=O)C(F)(F)F 5-{4-[1-(propan-2-yl)-1H-pyrazol-4-yl]-3-(trifluoromethyl)phenyl}-3,6-dihydro-2H-1,3,4-oxadiazin-2-one